methyl 4-fluoro-1H-indole-7-carboxylate FC1=C2C=CNC2=C(C=C1)C(=O)OC